7-bromo-6-chloro-2H-1,4-benzoxazine BrC1=CC2=C(N=CCO2)C=C1Cl